CC(C)NC1=CC=NC2=CN=CC=C12 N-(propan-2-yl)-1,7-naphthyridin-4-amine